2,2-difluoro-N-[4-(4-methyl-6-propanoylpyridin-3-yl)-1H,2H-imidazo[1,2-a]1,6-naphthyridin-8-yl]cyclopropane-1-carboxamide FC1(C(C1)C(=O)NC1=NC=C2C=C(C=3N(C2=C1)CCN3)C=3C=NC(=CC3C)C(CC)=O)F